COC=1C=CC=C2CCC(OC12)C1=CC=C(C=C1)OC 8-methoxy-2-(4-methoxyphenyl)chroman